Methyl (R)-6-(2-amino-3-phenylpropoxy)-2-methylbenzo[d]oxazole-7-carboxylate hydrochloride Cl.N[C@@H](COC1=C(C2=C(N=C(O2)C)C=C1)C(=O)OC)CC1=CC=CC=C1